C(CCCCCCC\C=C/CCCCCCCC)(=O)O.C(CCCCCCC\C=C/CCCCCCCC)(=O)O.C(CCCCCCC\C=C/CCCCCCCC)(=O)O.C(C1=CC(O)=C(O)C(O)=C1)(=O)O.C(C1=CC(O)=C(O)C(O)=C1)(=O)O digallic acid trioleate